[1-[(5-Bromo-4-chloro-3-pyridinyl)methylamino]cyclopropyl]methanol BrC=1C(=C(C=NC1)CNC1(CC1)CO)Cl